FC(C(=O)O)(F)F.CN(CCC=1C(NC2=CC(=CC=C2C1)OC)=O)C 3-(2-(dimethylamino)ethyl)-7-methoxyquinolin-2(1H)-one trifluoroacetate